CC(=C(C(=O)O)C)C.C=CC1=CC=CC=C1 Styrene dimethyl-methyl-acrylate